FC1(CN(CC1)CC1=CC=C(C=C1)[S@@](=O)(N)=NC(NC1=C2CCCC2=CC=2CCCC12)=O)F |o1:13| (R) or (S)-4-((3,3-difluoropyrrolidin-1-yl)methyl)-N'-((1,2,3,5,6,7-hexahydro-s-indacen-4-yl)carbamoyl)benzenesulfonimidamide